COC(=O)[C@@H]1CN(CC[C@H]1NC(=O)OC(C)(C)C)C1CCCCC1 (3R,4R)-4-tert-butoxycarbonylamino-1-cyclohexyl-piperidine-3-carboxylic acid methyl ester